F[Si] Fluoro-Silicon